5-(4-chloro-3,5-dimethoxyphenyl)-1,2-dihydro-1-methyl-2-oxo-6-(2,4,6-trifluorophenyl)-3-pyridinecarbonitrile ClC1=C(C=C(C=C1OC)C=1C=C(C(N(C1C1=C(C=C(C=C1F)F)F)C)=O)C#N)OC